(R)-2-ethyl-2,3,8,9,10,11-hexahydronaphtho[2,1-f][1,4]oxazepine-4(5H)-carboxylate C(C)[C@H]1OC2=C(CN(C1)C(=O)[O-])C=CC=1CCCCC12